FC1=C(C=CC(=C1)F)C1=C(C(=CN1S(=O)(=O)C1=CC(=CC=C1)F)C=O)OC 5-(2,4-difluorophenyl)-4-methoxy-1-((3-fluorophenyl)sulfonyl)-1H-pyrrole-3-carbaldehyde